C(#C)[C@H]1S[C@@H]2[C@@H]([C@H]([C@H]([C@@H]([C@@H]([C@@H](\C=C/C1)C)N[S@](=O)C(C)(C)C)O2)O)O)O (R)-N-((1R,3S,7R,8R,9R,10R,11S,12R,Z)-3-ethynyl-10,11,12-trihydroxy-7-methyl-13-oxa-2-thiabicyclo[7.3.1]tridec-5-en-8-yl)-2-methylpropane-2-sulfinamide